1-(1-phenyl-1H-pyrrol-2-yl)-1H-benzimidazole C1(=CC=CC=C1)N1C(=CC=C1)N1C=NC2=C1C=CC=C2